5',6'-difluoro-1'H-[1,2'-bibenzo[d]imidazole]-5-carboxylic acid methyl ester COC(=O)C1=CC2=C(N(C=N2)C2=NC3=C(N2)C=C(C(=C3)F)F)C=C1